6-chloro-3-methyl-8-(1-methyl-6-oxo-1,6-dihydropyridin-3-yl)-2-(trifluoromethyl)pyrimido[5,4-d]pyrimidin-4(3H)-one ClC=1N=C(C=2N=C(N(C(C2N1)=O)C)C(F)(F)F)C1=CN(C(C=C1)=O)C